C(C)OC(CN1CCN(CC1)CC1CCN(CC1)C1=C(C=C(C=C1)N)F)=O 2-(4-((1-(2-fluoro-4-aminophenyl)piperidin-4-yl)methyl)piperazin-1-yl)acetic acid ethyl ester